(R)-4-(cyclohexyl)-6,6a,7,8,9,10-hexahydro-5H-pyrazino[1,2-a][1,7]naphthyridine C1(CCCCC1)C=1C=2CC[C@H]3N(C2C=NC1)CCNC3